(+)-N-(2-(methylamino)-2-phenylethyl)isoindoline-2-carboxamide hydrochloride Cl.CNC(CNC(=O)N1CC2=CC=CC=C2C1)C1=CC=CC=C1